ethyl 4,5-difluoro-2-methoxyphenylacetate FC1=CC(=C(C=C1F)CC(=O)OCC)OC